F[P-](F)(F)(F)(F)F.N1(N=NC2=C1C=CC=C2)O[P+](N2CCCC2)(N2CCCC2)N2CCCC2 Benzotriazol-1-yl-oxy-tris-pyrrolidinophosphonium hexafluorophosphate